2-[4-(4,4,5,5-tetramethyl-1,3,2-dioxaborolan-2-yl)butyl]Piperidine-1,2-dicarboxylic acid 2-benzyl 1-tert-butyl ester C(C)(C)(C)OC(=O)N1C(CCCC1)(C(=O)OCC1=CC=CC=C1)CCCCB1OC(C(O1)(C)C)(C)C